C(C)(C)(C)C=1C=C2C=CC(=CC2=CC1)B(O)O 6-TERT-BUTYLNAPHTHALEN-2-YLBORONIC ACID